C(CCC)C1CCC(CC1)C1CCC(CC1)(C#N)CCCCCCC 4'-butyl-4-heptyl-bicyclohexyl-4-carbonitrile